C(#N)C1=CC(=C(COC2=CC=CC(=N2)N2C[C@@H](N(CC2)[C@@H](C)C2=NC3=C(N2C[C@H]2OCC2)C=C(C=C3)C(=O)[O-])C)C=C1)F 2-((S)-1-((S)-4-(6-((4-cyano-2-fluorobenzyl)oxy)pyridin-2-yl)-2-methyl Piperazin-1-yl)ethyl)-1-(((S)-oxetan-2-yl)methyl)-1H-benzo[d]imidazole-6-carboxylate